ortho-cresolsulfonic acid C=1(C(=CC=CC1O)S(=O)(=O)O)C